O=C1N(C=CC2=CC(=CC=C12)C=1C(=NNC1)C(F)(F)F)CC=1C=C(C=CC1)NC(=O)C1CCOCC1 N-(3-((1-Oxo-6-(3-(trifluoromethyl)-1H-pyrazol-4-yl)isoquinolin-2(1H)-yl)methyl)phenyl)tetrahydro-2H-pyran-4-carboxamide